tert-butyl 3-iodo-azetidine-1-carboxylate IC1CN(C1)C(=O)OC(C)(C)C